FC(C=1C=CC(=NC1)B(O)O)(F)F (5-(trifluoromethyl)pyridin-2-yl)boronic acid